4-(2,5-difluorophenyl)-2-(1,4,4-trifluorocyclohexyl)pyridin-3-amine FC1=C(C=C(C=C1)F)C1=C(C(=NC=C1)C1(CCC(CC1)(F)F)F)N